sodium tetrafluoroborate sodium difluorooxalate borate B([O-])(O)O.C(C(=O)F)(=O)F.[Na+].F[B-](F)(F)F.[Na+]